FC1=CC(=C(OC2=C(N)C=CC(=C2)C(F)(F)F)C=C1)C 2-(4-fluoro-2-methylphenoxy)-4-(trifluoromethyl)aniline